4-oxido-1-(quinazolin-4-yl)-1,4-azaphosphinan O=P1CCN(CC1)C1=NC=NC2=CC=CC=C12